3-azabicyclo[3.1.0]hexane-2-carboxamide hydrochloride Cl.C12C(NCC2C1)C(=O)N